carbon calcium aluminum magnesium [Mg].[Al].[Ca].[C]